pentamethylcyclopentadienyl-(1-n-propyl-1,5,6,7-tetrahydro-s-indacenyl)hafnium CC1=C(C(=C(C1([Hf]C1(C=CC2=CC=3CCCC3C=C12)CCC)C)C)C)C